FC(C1=C(C=CC=C1)C1=CC=C2C=NC=NC2=C1)(F)F 7-[2-(trifluoromethyl)phenyl]quinazoline